CN(C(=O)C=1C=C(C=C(C1)C)C=1N(C(C(=C(N1)C(=O)NC=1C=NOC1)O)=O)C)C 2-(3-(dimethylcarbamoyl)-5-methylphenyl)-5-hydroxy-N-(isoxazol-4-yl)-1-methyl-6-oxo-1,6-dihydropyrimidine-4-carboxamide